3-[2-hydroxy-3-(4-methoxyphenylamino)propyl]-1H-1,2,4-triazole-5(4H)-thione OC(CC1=NNC(N1)=S)CNC1=CC=C(C=C1)OC